FC1=C(C=C2C=CN(C(C2=C1)=O)CCC[C@H](C)NC=1C=NNC(C1C(F)(F)F)=O)C=1N=C2N(C=CC=C2)C1 (S)-7-fluoro-6-(imidazo[1,2-a]pyridin-2-yl)-2-(4-((6-oxo-5-(trifluoromethyl)-1,6-dihydropyridazin-4-yl)amino)pentyl)isoquinolin-1(2H)-one